N-[(2-Amino-3-pyridyl)sulfonyl]-6-(2-ethoxyethoxy)-2-[(4S)-2,2,4-trimethylpyrrolidin-1-yl]pyridin-3-carboxamid NC1=NC=CC=C1S(=O)(=O)NC(=O)C=1C(=NC(=CC1)OCCOCC)N1C(C[C@@H](C1)C)(C)C